OC1(CCN(CC1)C(=O)[C@H]1[C@@H](CN(CC1)CC1=CN=C(S1)C=1C=NC(=CC1)C)C1=CC=CC=C1)CN1C=NC2=C(C1=O)NC=C2C2=CC=CC=C2 3-[[4-hydroxy-1-[(3R,4R)-1-[[2-(6-methyl-3-pyridinyl)thiazol-5-yl]methyl]-3-phenyl-piperidine-4-carbonyl]-4-piperidinyl]methyl]-7-phenyl-5H-pyrrolo[3,2-d]pyrimidin-4-one